2-oxo-7-aminoheptan-3-enoate O=C(C(=O)[O-])C=CCCCN